(RS)-(+)-3-methyl-2-butanol CC([C@@H](C)O)C |r|